C(C1=CC=CC=C1)[C@@H]1N(C(OC1)=O)C1=CC(=CC(=C1)C)C(C)O (4S)-4-Benzyl-3-(3-(1-hydroxyethyl)-5-methylphenyl)oxazolidin-2-one